7-(3-fluoro-4-(trifluoromethyl)phenyl)-N6-(isoquinolin-6-yl)-N2,5-dimethyl-N2-(2-morpholinoethyl)-4,7-dihydropyrazolo[1,5-a]pyrimidine-2,6-dicarboxamide FC=1C=C(C=CC1C(F)(F)F)C1C(=C(NC=2N1N=C(C2)C(=O)N(CCN2CCOCC2)C)C)C(=O)NC=2C=C1C=CN=CC1=CC2